N-(4-(3-(7-acryloyl-2,7-diazaspiro[4.4]nonan-2-yl)pyridin-4-yl)-2-methylbenzyl)-1-(tert-butyl)-1H-1,2,3-triazole-4-carboxamide C(C=C)(=O)N1CC2(CCN(C2)C=2C=NC=CC2C2=CC(=C(CNC(=O)C=3N=NN(C3)C(C)(C)C)C=C2)C)CC1